(2R,4S)-2-(2-((S)-5-(3-amino-6-bromo-7-fluoroquinolin-4-ylamino)pent-2-yloxy)-5-fluoropyridin-3-yl)-4-fluoropyrrolidine-1-carboxylic acid tert-butyl ester C(C)(C)(C)OC(=O)N1[C@H](C[C@@H](C1)F)C=1C(=NC=C(C1)F)O[C@@H](C)CCCNC1=C(C=NC2=CC(=C(C=C12)Br)F)N